3,5-bis(9H-carbazol-9-yl)-N,N-bis(4-methoxyphenyl)aniline C1=CC=CC=2C3=CC=CC=C3N(C12)C=1C=C(N(C2=CC=C(C=C2)OC)C2=CC=C(C=C2)OC)C=C(C1)N1C2=CC=CC=C2C=2C=CC=CC12